1-propylazetidin-3-ol C(CC)N1CC(C1)O